ClC1=C(C2=C(NC(=N2)C=O)C=C1)C 5-chloro-4-methyl-1H-benzimidazole-2-carbaldehyde